N-[4-(3-Cyanophenyl)-5-(2,6-dimethyl-4-pyridyl)thiazol-2-yl]-8-methyl-6,9-dioxo-3,4,7,9a-tetrahydro-1H-pyrazino[1,2-a]pyrazin-2-carboxamid C(#N)C=1C=C(C=CC1)C=1N=C(SC1C1=CC(=NC(=C1)C)C)NC(=O)N1CC2N(CC1)C(CN(C2=O)C)=O